(2R,3S,4S,5R,6R,8R)-5-(((3R,4S,6R)-3-(benzoyloxy)-4-(dimethylamino)-6-methyltetrahydro-2H-pyran-2-yl)oxy)-3-hydroxy-6-methoxy-2,4,6,8-tetramethyl-9-oxononanoic acid C(C1=CC=CC=C1)(=O)O[C@H]1C(O[C@@H](C[C@@H]1N(C)C)C)O[C@H]([C@H]([C@@H]([C@H](C(=O)O)C)O)C)[C@](C[C@H](C=O)C)(C)OC